C1(=CCCC1)CCCCC(=O)O 5-(1-cyclopentenyl)valeric acid